C(\C=C\C(=O)[O-])(=O)[O-].C(\C=C\C(=O)O)(=O)O.[Na+].[Na+] disodium fumarate (fumarate)